COC1=C(C=C(C=C1)OC)CCCC(=O)N1CC2(C1)CCC(CC2)NC=2C=NN(C2)CCO 4-(2,5-dimethoxyphenyl)-1-{7-[1-(2-hydroxyethyl)-4-pyrazolylamino]-2-aza-2-spiro[3.5]nonyl}-1-butanone